C1=CC=CC=2C3=CC=CC=C3C(C12)COC(=O)NC(C(=O)OC(C)(C)C)CCC1=CC(=C(C=C1)C(F)(F)F)Cl tert-Butyl 2-((((9H-fluoren-9-yl)methoxy) carbonyl)amino)-4-(3-chloro-4-(trifluoromethyl)phenyl)butanoate